[N+](=O)([O-])C1=CC=C(C=C1)N1CCC1 1-(4-nitrophenyl)azetidine